Lithium (E)-8-[4-amino-1-[(1R,3R)-3-aminocyclohexyl]-3-[4-[[4-(trifluoromethyl)-2-pyridyl]carbamoyl]phenyl]pyrazolo[4,3-c]pyridin-7-yl]oct-7-enoate NC1=NC=C(C2=C1C(=NN2[C@H]2C[C@@H](CCC2)N)C2=CC=C(C=C2)C(NC2=NC=CC(=C2)C(F)(F)F)=O)/C=C/CCCCCC(=O)[O-].[Li+]